C(C)OC(C[C@H](C=1C=C(C2=C(C=CS2)C1)CO)C1=C(C2=C(N(N=N2)C)C(=C1)Cl)C)=O (3R)-3-(7-chloro-1,4-dimethyl-1H-benzotriazol-5-yl)-3-[7-(hydroxymethyl)-1-benzothien-5-yl]propionic acid ethyl ester